C1(=CC=CC2=CC=CC=C12)CC=1C(=C2N(C(C1)=O)C(CS2=O)C(=O)O)C2=CC(=CC=C2)C(F)(F)F 7-(naphthalen-1-ylmethyl)-5-oxo-8-(3-(trifluoromethyl)phenyl)-2,3-dihydro-5H-thiazolo[3,2-a]pyridine-3-carboxylic acid 1-oxide